ClC1=CC=2C3=C(C=NC2C=C1)N=C(N3[C@H]3C[C@H](OCC3)C)C(C=3N=CC(=NC3)CO)([2H])[2H] [5-({8-chloro-1-[(2R,4R)-2-methyltetrahydro-2H-pyran-4-yl]-1H-imidazo[4,5-c]quinolin-2-yl}(2H2)methyl)pyrazine-2-yl]methanol